3-(4-(10-Aminodecyl)-3-methyl-2-oxo-2,3-dihydro-1H-benzo[d]imidazol-1-yl)piperidine-2,6-dione hydrochloride Cl.NCCCCCCCCCCC1=CC=CC=2N(C(N(C21)C)=O)C2C(NC(CC2)=O)=O